CN(/C=C(\CC1=CC=C(C2=CC=CC=C12)OC)/C1=CC=C(C=C1)Cl)C (E)-3-(dimethylamino)-1-(4-methoxynaphthalene-1-yl)-2-(4-chlorophenyl)prop-2-ene